3-(9H-carbazol-2-yl)-4-((4-fluorobenzyl)amino)-4-oxobutanoic acid C1=C(C=CC=2C3=CC=CC=C3NC12)C(CC(=O)O)C(=O)NCC1=CC=C(C=C1)F